4-[6-amino-5-(3-fluoro-2-trifluoromethyl-benzyloxy)-pyridin-3-yl]-N-(2-morpholin-4-yl-ethyl)-benzamide NC1=C(C=C(C=N1)C1=CC=C(C(=O)NCCN2CCOCC2)C=C1)OCC1=C(C(=CC=C1)F)C(F)(F)F